CC1C(=CC=C(C1=O)C1=NC2=CC=CC=C2C(N1)=O)C 2-methyl-3-oxo-tolyl-4(3H)-quinazolinone